2-[(1Z)-4-methoxy-1-(4-((phenoxy)methyl)benzylidene)-1H-inden-3-yl]-acetic acid COC1=C2C(=C/C(/C2=CC=C1)=C/C1=CC=C(C=C1)COC1=CC=CC=C1)CC(=O)O